2-((1r,2r)-1-(2-cyano-5-fluorophenyl)-1-(5-methylpyrazin-2-yl)propan-2-yl)-5-hydroxy-N-(isoxazol-4-yl)-1-methyl-6-oxo-1,6-dihydropyrimidine-4-carboxamide C(#N)C1=C(C=C(C=C1)F)[C@@H]([C@@H](C)C=1N(C(C(=C(N1)C(=O)NC=1C=NOC1)O)=O)C)C1=NC=C(N=C1)C